Tert-butyl (4R)-4-((1S)-(1-(tert-butoxycarbonyl)-2-oxopyrrolidin-3-yl) (hydroxy) methyl)-2,2-dimethyloxazolidine-3-carboxylate C(C)(C)(C)OC(=O)N1C(C(CC1)[C@@H]([C@@H]1N(C(OC1)(C)C)C(=O)OC(C)(C)C)O)=O